C(C#CC)(=O)N[C@@H]1C=C(CCC1)C1=C2C(=C(NC2=C(C=C1F)C(=O)N)C)Cl (S)-4-(3-(but-2-ynamido)cyclohex-1-en-1-yl)-3-chloro-5-fluoro-2-methyl-1H-indole-7-carboxamide